NCC(CC[Si](OC)(OC)OC)(C)C 4-amino-3,3-dimethylbutyltrimethoxy-silane